N1=CN=CC(=C1)C1=CC2=C(C(C=3N=C(N=CC32)C(F)(F)F)=O)C=N1 6-(pyrimidine-5-yl)-2-(trifluoromethyl)-9H-pyrido[4',3':3,4]cyclopenta[1,2-d]pyrimidin-9-one